ClC=1C=C(C=CC1F)NC(N([C@@H](C)C1=CNC(C2=CC=CC=C12)=O)CCNCC(F)F)=O (S)-3-(3-chloro-4-fluorophenyl)-1-(2-((2,2-difluoroethyl)amino)ethyl)-1-(1-(1-oxo-1,2-dihydroisoquinolin-4-yl)ethyl)urea